C(CCC)OC(NS(=O)(=O)C=1SC(=CC1C1=CC=C(C=C1)CN1C(=NC=C1)CC)CC(C)C)=O (3-(4-((2-ethyl-1H-imidazol-1-yl)methyl)phenyl)-5-isobutylthiophen-2-yl)sulfonyl-carbamic acid butyl ester